thiazole-2-sulfonamide formate salt C(=O)O.S1C(=NC=C1)S(=O)(=O)N